dimercaptoacetic acid isooctyl ester C(CCCCC(C)C)OC(C(S)S)=O